2-[3-(2-(t-Butoxycarbonylamino)-ethyl)-1H-indol-2-yl]-acetic acid cyclohexyl ester C1(CCCCC1)OC(CC=1NC2=CC=CC=C2C1CCNC(=O)OC(C)(C)C)=O